(-)-tert-Butyl trans-3-oxo-4,4a,5,7,8,8a-hexahydropyrido[4,3-b][1,4]oxazine-6-carboxylate O=C1N[C@H]2[C@H](OC1)CCN(C2)C(=O)OC(C)(C)C